C1(=CC=CC2=C(C3=CC=CC=C3C=C12)CS)CS 10-anthracene-dimethanethiol